FC1=NC(=CC=C1CO)N1N=CC(=C1)C(F)(F)F [2-fluoro-6-[4-(trifluoromethyl)pyrazol-1-yl]-3-pyridyl]methanol